CC=1C2CN(C(C1)C2)C(=O)NC2=CC(=C(C=C2)C)C2=NN(C=N2)C 5-methyl-N-(4-methyl-3-(1-methyl-1H-1,2,4-triazol-3-yl)phenyl)-2-azabicyclo[2.2.1]hept-5-ene-2-carboxamide